diaminodimethyl-dicyclohexyl-methane NC1(CCC(CC1)C(C1CCCCC1)(C)C)N